[C@@H]1([C@@H](CCC1)OCCO)OCCO 2'-(((1R,2R)-cyclopentane-1,2-diyl)bis(oxy))bis(ethan-1-ol)